O1C(=CC=C1)C1=NC(=CC=2N1N=C(N2)C)NC(C)=O N-[5-(furan-2-yl)-2-methyl-[1,2,4]triazolo[1,5-c]pyrimidin-7-yl]acetamide